C(C)(=O)OOC=1C(=NC=CC1)C=O (2-formylpyridine-3-yloxy) acetate